FC1C(C1)C(=O)NC=1SC2=C(N1)C=CC(=C2)C2=NN(C=C2C)C2OCCCC2 2-fluoro-N-(6-(4-methyl-1-(tetrahydro-2H-pyran-2-yl)-1H-pyrazol-3-yl)benzo[d]thiazol-2-yl)cyclopropane-1-carboxamide